2-(di-tert-butylphosphino)-2',4',6'-triisopropyl-3,6-dimethoxy-1,1'-bi-phenyl C(C)(C)(C)P(C1=C(C(=CC=C1OC)OC)C1=C(C=C(C=C1C(C)C)C(C)C)C(C)C)C(C)(C)C